FC1=C(C(=O)NC2=CC(=C(C=C2)C)C2=CC3=C(N=C(N=C3)NC=3C=NN(C3)C)N3C2=NCC3)C=CC=C1 2-fluoro-N-(4-methyl-3-(2-((1-methyl-1H-pyrazol-4-yl)amino)-8,9-dihydroimidazo[1',2':1,6]pyrido[2,3-d]pyrimidin-6-yl)phenyl)benzamide